4-((6-Bromo-7-methoxyquinolin-4-yl)oxy)-3,5-difluoroaniline BrC=1C=C2C(=CC=NC2=CC1OC)OC1=C(C=C(N)C=C1F)F